C1(CCC1)C1=CC(=C(C(=O)N2CCC(CC2)C2=C(C#N)C=CC=C2)C=C1C1=CN=C(N1)CCOC)C (1-(4-cyclobutyl-5-(2-(2-methoxyethyl)-1H-imidazol-5-yl)-2-methylbenzoyl)piperidin-4-yl)benzonitrile